Methoxybenzyl-trichlorosilane COC(C1=CC=CC=C1)[Si](Cl)(Cl)Cl